CC1=NN2C(N(CCC2)C(CCC(=O)NC=2C=NC(=CC2)C=2C=NC=NC2)=O)=C1 4-(2-methyl-6,7-dihydropyrazolo[1,5-a]pyrimidin-4(5H)-yl)-4-oxo-N-(6-(pyrimidin-5-yl)pyridin-3-yl)butanamide